N-(3-(2-(4-(2,3-Dichlorophenyl)piperazin-1-yl)ethyl)cyclobutyl)thiazole-2-carboxamide ClC1=C(C=CC=C1Cl)N1CCN(CC1)CCC1CC(C1)NC(=O)C=1SC=CN1